C(C)[C@]1(NC(N(C1=O)C=1C=CC(=NC1)OC1=CC(=C(C#N)C=C1)OC(C)C)=O)C 4-({5-[(4R)-4-ethyl-4-methyl-2,5-dioxo-1-imidazolidinyl]-2-pyridinyl}oxy)-2-[(1-methylethyl)oxy]benzonitrile